C(#N)CCN1CCOCC1 N-(2-cyanoethyl)morpholine